2'-methoxy-[1,1']binaphthyl-2-ol COC1=C(C2=CC=CC=C2C=C1)C=1C(=CC=C2C=CC=CC12)O